2-[4-[[(3,4-dimethylpyrimido[4',5':4,5]thieno[2,3-c]pyridazin-8-yl)amino]methyl]-3-fluoro-phenyl]butan-2-ol CC1=C(C2=C(N=N1)SC1=C2N=CN=C1NCC1=C(C=C(C=C1)C(C)(CC)O)F)C